NC1=NC=C(C(=N1)OC)C#CC=1C=C(C(=O)N[C@H]2CC3(CC3)C[C@@H]2O)C=CC1OC(F)F 3-[2-(2-Amino-4-methoxypyrimidin-5-yl)ethynyl]-4-(difluoromethoxy)-N-[(5S,6S)-6-hydroxy-spiro[2.4]heptane-5-yl]benzamide